CN(CCCC(=O)OC(CCCCCCCC(=O)OC(CCCCCCCC)CCCCCCCC)CCCCCCCCCC)C heptadecan-9-yl 9-((4-(dimethylamino)butanoyl)oxy)nonadecanoate